NC=1C=CC2=C(N(CCN(C2=O)CC2=C(C=C(C=C2)O[C@@H](CCNC)C2=CC=CC=C2)F)C)N1 (S)-8-amino-4-(2-fluoro-4-(3-(methylamino)-1-phenylpropoxy)benzyl)-1-methyl-1,2,3,4-tetrahydro-5H-pyrido[2,3-e][1,4]diazepin-5-one